C12(CC2(C1)N)N bicyclo[1.1.0]butan-1,3-diamine